BrC1=C(C2=C(NC(N2C)=O)C=C1)C1C(NC(CC1)=O)=O 3-(5-bromo-3-methyl-2-oxobenzimidazol-yl)piperidine-2,6-dione